fluoro-N-[4-(4-methyl-4H-1,2,4-triazol-3-yl)phenyl]-[1,1'-biphenyl]-2-amine FC1=C(C(=CC=C1)C1=CC=CC=C1)NC1=CC=C(C=C1)C1=NN=CN1C